CC1(CC(OCC1)CC(C)C)O 4-methyl-2-(2-methyl-propyl)oxan-4-ol